ClC1=C2OC=3C=C(C=CC3C(C2=C(C=C1)C)=O)N1CC(CC1)C(=O)O (5-chloro-8-methyl-9-oxo-xanthen-3-yl)pyrrolidine-3-carboxylic acid